ClC1=NC(=NC(=C1C=O)NC)C 4-chloro-2-methyl-6-(methylamino)pyrimidine-5-carbaldehyde